C(CCNCCCNCCC(=O)O)(=O)O 4,8-diaza-1,11-undecanedioic acid